O1C=C(C=C1)C=1N=C(C2=C(N1)SC(=C2)C)NCCCC2=CC=C(C=C2)C2=NC=C(N=C2)C 2-(furan-3-yl)-6-methyl-N-(3-[4-(5-methyl-pyrazin-2-yl)phenyl]propyl)thieno[2,3-d]pyrimidin-4-amine